NCCOCCOCCC(=O)NC1=C(C(=O)NC=2SC(=C(N2)C)C)C=C(C=C1)N(C)C (3-(2-(2-Aminoethoxy)ethoxy)propionylamino)-5-(dimethylamino)-N-(4,5-dimethylthiazol-2-yl)benzamide